C(C)(C)(C)OC(=O)N1C[C@H](CCC1)C1=CC(=C2C=C(NC2=C1F)C(=O)OC)Cl Methyl (R)-6-(1-(tert-butoxycarbonyl)piperidin-3-yl)-4-chloro-7-fluoro-1H-indole-2-carboxylate